NC1=NC=CC2=C1N(C(N2[C@H]2CN(CCC2)C(=O)C(C#N)=CC(C(=O)N2CCN(CC2)C2COC2)(C)C)=O)C2=CC=C(C=C2)OC2=CC=CC=C2 (R)-2-(3-(4-amino-2-oxo-3-(4-phenoxyphenyl)-2,3-dihydro-1H-imidazo[4,5-c]pyridin-1-yl)piperidine-1-carbonyl)-4,4-dimethyl-5-(4-(oxetan-3-yl)piperazin-1-yl)-5-oxopent-2-enenitrile